BrC1=CC=CC2=CC3=CC4=CC5=CC=CC=C5C=C4C=C3C=C12 bromopentacene